N,N,7-trimethyl-6-(4-(methylthio)benzyl)imidazo[1,2-a]pyrimidin-5-amine CN(C1=C(C(=NC=2N1C=CN2)C)CC2=CC=C(C=C2)SC)C